2-Oxo-1-[cis-4-[(3-methoxy-4-methylphenyl)carbamoyl]cyclohexyl]-2,3-dihydro-1H-1,3-benzodiazole-4-carboxamide O=C1NC2=C(N1[C@@H]1CC[C@@H](CC1)C(NC1=CC(=C(C=C1)C)OC)=O)C=CC=C2C(=O)N